[Cu](=O)=O copper(IV) oxide